2,2'-((4-amino-6-chloro-1,3-phenylenedisulfonyl)-bis(azanediyl))DIACETIC ACID NC1=C(C=C(C(=C1)Cl)S(=O)(=O)NCC(=O)O)S(=O)(=O)NCC(=O)O